2,2-bis-(4-hydroxyphenyl)butane sodium 1-pyrrolidinedithiocarboxylate N1(CCCC1)C(=S)[S-].[Na+].OC1=CC=C(C=C1)C(C)(CC)C1=CC=C(C=C1)O